C12CN(CC2C1)C1=CC(=C(C=N1)C1CN(CC1)C(C=C)=O)C1=NN(C=C1)C 1-(3-(6-(3-azabicyclo[3.1.0]hexan-3-yl)-4-(1-methyl-1H-pyrazol-3-yl)pyridin-3-yl)pyrrolidin-1-yl)prop-2-en-1-one